ClC1=CC(=C(C=C1)[C@@H]1OC2=C(C=CC=C2C(=C1)F)C1CCN(CC1)CC1=NC2=C(N1C[C@H]1OCC1)C=C(C=C2)C(=O)O)F 2-((4-((R)-2-(4-chloro-2-fluorophenyl)-4-fluoro-2H-chromen-8-yl)piperidin-1-yl)methyl)-1-(((S)-oxetan-2-yl)methyl)-1H-benzo[d]imidazole-6-carboxylic acid